3-(3-bromo-4-methoxyphenoxy)propionitrile BrC=1C=C(OCCC#N)C=CC1OC